tert-butyl 8-methyl-5-oxa-2,8-diazaspiro[3.5]nonane-2-carboxylate CN1CCOC2(CN(C2)C(=O)OC(C)(C)C)C1